BrCC#CC1=C(C=C(C=C1)Cl)C1=C2C(=NC(=C1)C)C(=CS2)C(=O)OC methyl 7-(2-(3-bromoprop-1-yn-1-yl)-5-chlorophenyl)-5-methylthieno[3,2-b]pyridine-3-carboxylate